N=C(CCCSCCC(=O)OCCCCCCCCCCCC)NCCCCCNC(CCCSCCC(=O)OCCCCCCCCCCCC)=N didodecyl 8,16-diimino-4,20-dithia-9,15-diazatricosanedioate